2-[2-(6-methyl-2-pyridyl)imidazo[1,2-a]pyridin-3-yl]-7-piperazin-1-yl-1,5-naphthyridine CC1=CC=CC(=N1)C=1N=C2N(C=CC=C2)C1C1=NC2=CC(=CN=C2C=C1)N1CCNCC1